((1-(2,5-dichlorophenyl)-5-((S)-1-hydroxyethyl)-1H-1,2,4-triazol-3-yl)methyl)-3-((S)-3,3,3-trifluoro-2-hydroxypropyl)-1,3-dihydro-2H-imidazol-2-one ClC1=C(C=C(C=C1)Cl)N1N=C(N=C1[C@H](C)O)CN1C(N(C=C1)C[C@@H](C(F)(F)F)O)=O